tert-butyl (S)-2-(1-(2-chloro-4-((2,6-dioxopiperidin-3-yl)amino)phenyl)-4-hydroxypiperidin-4-yl)acetate ClC1=C(C=CC(=C1)N[C@@H]1C(NC(CC1)=O)=O)N1CCC(CC1)(O)CC(=O)OC(C)(C)C